ClC1=CC=C(C=C1)N1N=C(C=C1C1=CC=C(C#N)C=C1)C(=O)N1C[C@@H](CCC1)NC (R)-4-(1-(4-chlorophenyl)-3-(3-(methylamino)piperidine-1-carbonyl)-1H-pyrazol-5-yl)benzonitrile